[Mn].[S] sulfur Manganese